(E)-phthalic anhydride C1(C=2C(C(=O)O1)=CC=CC2)=O